4-(2-((8-(3-Acetamido-1H-pyrazole-1-carbonyl)-1,8-diazaspiro[4.5]decan-1-yl)methyl)-5-chlorophenoxy)butanoic acid C(C)(=O)NC1=NN(C=C1)C(=O)N1CCC2(CCCN2CC2=C(OCCCC(=O)O)C=C(C=C2)Cl)CC1